N1=CN=CC(=C1)N1CC2(C1)C[C@@H](CC2)N2CCC(CC2)C2=C(C=CC=C2)OC2CCOCC2 (R)-2-(pyrimidin-5-yl)-6-(4-(2-((tetrahydro-2H-pyran-4-yl)oxy)phenyl)piperidin-1-yl)-2-azaspiro[3.4]octane